CN1CC(C1)(C)[C@@](C=1C=C(C=NC1)N1CC2(CC1=O)CCCC2)(C2=CC=C(C=C2)C(C)C)O 2-{5-[(R)-(1,3-dimethyl-azetidin-3-yl)-hydroxy-(4-isopropyl-phenyl)-methyl]-pyridin-3-yl}-2-aza-spiro[4.4]nonan-3-one